4-(4-((1R,5S)-3,8-diazabicyclo[3.2.1]octan-8-yl)-2-(pyridin-4-ylmethyl)quinazolin-7-yl)naphthalen-2-ol [C@H]12CNC[C@H](CC1)N2C2=NC(=NC1=CC(=CC=C21)C2=CC(=CC1=CC=CC=C21)O)CC2=CC=NC=C2